3-[(3-chloro-2-methoxyphenyl)amino]-2-(3-{2-[(2R)-1-[(2E)-4-(dimethylamino)but-2-enoyl]pyrrolidin-2-yl]ethynyl}pyridin-4-yl)-1H,5H,6H,7H-pyrrolo[3,2-c]pyridin-4-one ClC=1C(=C(C=CC1)NC1=C(NC2=C1C(NCC2)=O)C2=C(C=NC=C2)C#C[C@@H]2N(CCC2)C(\C=C\CN(C)C)=O)OC